C(#N)C1=CC=C(C=C1)S(=O)(=O)N1N=NC(=C1)CN1C[C@@H](N(C[C@H]1C)C1=C(C(N(C2=CC=CC=C12)C)=O)C#N)C 4-((2S,5R)-4-((1-((4-cyanophenyl)sulfonyl)-1H-1,2,3-triazol-4-yl)methyl)-2,5-dimethylpiperazin-1-yl)-1-methyl-2-oxo-1,2-dihydro-quinoline-3-carbonitrile